C1=NC=CC2=C1C=CC1=C(N2CC2=CC=C(C(=O)NO)C=C2)C=CC=C1 4-((5H-benzo[b]pyrido[3,4-f]azepin-5-yl)methyl)-N-hydroxybenzamide